FC=1C=C(C=CC1F)NCC(=O)C1=CC=C(C=C1)C1=NOC(=N1)C(F)(F)F ((3,4-difluorophenyl)amino)-1-(4-(5-(trifluoromethyl)-1,2,4-oxadiazol-3-yl)phenyl)ethan-1-one